cyclopropyl-trifluorocyclobutane C1(CC1)C1(C(CC1)(F)F)F